1-(1-benzhydryl-azetidin-3-yl)-1-(5-methyl-1,3,4-oxadiazol-2-yl)ethanamine C(C1=CC=CC=C1)(C1=CC=CC=C1)N1CC(C1)C(C)(N)C=1OC(=NN1)C